C(C)(C)C=1C=C(SC1)B(O)O 4-(ISO-PROPYL)THIOPHENE-2-BORONIC ACID